NC=1C=C(C=CC1)C(C(=O)NCC1=CC=CC=C1)N(C(C#C)=O)C1=CC=C(C=C1)S(N)(=O)=O N-(1-(3-Aminophenyl)-2-(benzylamino)-2-oxoethyl)-N-(4-sulfamoylphenyl)-propiolamide